propenyl methyl sulfide CSC=CC